5-{[(2S)-6,6-dimethylmorpholin-2-yl]methoxy}-7-(1-methyl-1H-pyrrol-3-yl)-1,6-naphthyridine CC1(O[C@@H](CNC1)COC1=C2C=CC=NC2=CC(=N1)C1=CN(C=C1)C)C